BrC1=CC=C(OC(C(=O)N[C@H](C(=O)N2[C@@H](C[C@H](C2)O)C(=O)N[C@@H](C)C2=CC=C(C=C2)C2=C(N=CS2)C)C(C)(C)C)(F)F)C=C1 (2S,4R)-1-{(2S)-2-[2-(4-bromophenoxy)(difluoro)acetamido]-3,3-dimethylbutanoyl}-4-hydroxy-N-{(1S)-1-[4-(4-methyl-1,3-thiazol-5-yl)phenyl]ethyl}pyrrolidine-2-carboxamide